O1CCN(CC1)P(OC[C@]1(O[C@H]([C@@H]2OC(O[C@@H]21)(C)C)N2C1=NC=NC(=C1N=C2)N)F)(O)=O ((3aS,4S,6R,6aR)-6-(6-amino-9H-purin-9-yl)-4-fluoro-2,2-dimethyltetrahydrofuro[3,4-d][1,3]dioxol-4-yl)methyl hydrogen morpholinophosphonate